tert-butyl 4-(5-aminopyrimidin-2-yl)-3,6-dihydro-2H-pyridine-1-carboxylate NC=1C=NC(=NC1)C=1CCN(CC1)C(=O)OC(C)(C)C